The molecule is a member of the class of chromanols that is (+)-gamma-tocopherol bearing an additional hydroxy substituent at position 13'. It is a chromanol, a member of phenols and a primary alcohol. It derives from a gamma-tocopherol. CC1=C(C=C2CC[C@@](OC2=C1C)(C)CCC[C@H](C)CCC[C@H](C)CCCC(C)CO)O